O=C1N(CCC(N1)=O)N1C(C2=CC=C(C=C2C1=O)N1CCC(CC1)CN1CCN(CC1)C1=NC=C(C=C1C)C=1C=CC=2C3=C(N(C2C1)C)C=CN=C3)=O 2-(2,4-dioxotetrahydropyrimidin-1(2H)-yl)-5-(4-((4-(3-methyl-5-(5-methyl-5H-pyrido[4,3-b]indol-7-yl)pyridin-2-yl)piperazin-1-yl)methyl)piperidin-1-yl)isoindoline-1,3-dione